CN(C(NC1=CC=C(C=C1)C1=NNC(=C1C(=O)N)NC1=NC=CC=C1)=O)C1=CC=CC=C1 3-(4-(3-methyl-3-phenylureido)phenyl)-5-(pyridin-2-ylamino)-1H-pyrazole-4-carboxamide